[Si](C)(C)(C(C)(C)C)N1N(NC=C1)C (R)-N-(tert-butyldimethylsilyl)-2-methyl-2H-1,2,3-triazole